5-((4-(2-((tert-butoxycarbonyl)amino)propan-2-yl)-6-(4-fluorophenyl)pyridin-2-yl)oxy)-2-azabicyclo[2.2.0]hexane-2-carboxylate C(C)(C)(C)OC(=O)NC(C)(C)C1=CC(=NC(=C1)C1=CC=C(C=C1)F)OC1C2CN(C2C1)C(=O)[O-]